SCCNC(=N)N N-(2-mercaptoethyl)guanidine